5-Chloro-N-((1R,4R)-4-(difluoromethoxy)cyclohexyl)-8-(4-morpholinoquinazolin-7-yl)pyrido[4,3-d]Pyrimidine-2-amine ClC1=NC=C(C=2N=C(N=CC21)NC2CCC(CC2)OC(F)F)C2=CC=C1C(=NC=NC1=C2)N2CCOCC2